BrC1=C(C(=C(C(=C1[2H])[2H])[2H])[2H])[2H] Bromo-benzol-d5